The molecule is a tricarboxylic acid trianion resulting from the deprotonation of all three carboxy groups of 3-hydroxybutane-1,2,3-tricarboxylic acid; major microspecies at pH 7.3. It is a conjugate base of a 3-hydroxybutane-1,2,3-tricarboxylic acid. CC(C(CC(=O)[O-])C(=O)[O-])(C(=O)[O-])O